Methyl N-Boc-piperidine-3-carboxylate CC(=O)OC1CCCN(C1)C(=O)OC(C)(C)C